4,4-bis(bromomethyl)-1,3-dioxol-2-one BrCC1(OC(OC1)=O)CBr